N5-(tert-butyl)-N7-(2-((2R,6R)-2,6-dimethylmorpholino)ethyl)-2-(1-(tetrahydro-2H-pyran-2-yl)-1H-pyrazol-5-yl)thieno[3,2-b]pyridine-5,7-diamine C(C)(C)(C)NC1=CC(=C2C(=N1)C=C(S2)C2=CC=NN2C2OCCCC2)NCCN2C[C@H](O[C@@H](C2)C)C